C(C)(C)(C)OC(=O)N1C(CCC1)C1=C(C=CC(=C1)Cl)CN1C(NC(C2=C1C=CN2)=O)=C=S 2-(5-Chloro-2-((4-oxo-2-thiocarbonyl-2,3,4,5-tetrahydro-1H-pyrrolo[3,2-d]pyrimidin-1-yl)methyl)phenyl)pyrrolidine-1-carboxylic acid tert-butyl ester